2-bromo-1-(3,5-diisopropyl-[1,1'-biphenyl]-4-yl)-5-methyl-1H-imidazo[4,5-b]pyridine BrC=1N(C=2C(=NC(=CC2)C)N1)C1=C(C=C(C=C1C(C)C)C1=CC=CC=C1)C(C)C